C(C)(=O)N[C@H](C(=O)N[C@H](C(=O)NCC=1C=C(OCCC2CN(CCC2)C(=O)OC(C)(C)C)C=CC1OC)CCC1=CC=CC=C1)CC(=O)OC(C)(C)C tert-butyl 3-(2-(3-(((S)-2-((S)-2-acetamido-4-(tert-butoxy)-4-oxobutanamido)-4-phenylbutanamido)methyl)-4-methoxyphenoxy)ethyl)piperidine-1-carboxylate